C(#C)C1=C2C(=CC(NC2=CC=C1F)=O)C1=C(C=2N=C(N=C(C2C=N1)N(C[C@H]1NCCC1)C)N1CCN(CC1)C)F (S)-5-ethynyl-6-fluoro-4-(8-fluoro-4-(methyl(pyrrolidin-2-ylmethyl)amino)-2-(4-methylpiperazin-1-yl)pyrido[4,3-d]pyrimidin-7-yl)quinolin-2(1H)-one